OCC1=C(N=C(S1)NC1=CC=C(C=C1)S(N)(=O)=O)C1=CC=C(C=C1)S(=O)(=O)N(C)C 4-(5-(Hydroxymethyl)-2-((4-sulfamoylphenyl)amino)thiazol-4-yl)-N,N-dimethylbenzenesulfonamide